cis-2-(4-(1-methyl-1H-pyrazol-5-yl)piperidin-1-yl)-6-azaspiro[3.4]octane CN1N=CC=C1C1CCN(CC1)C1CC2(C1)CNCC2